(methylthio)-3,4-dihydro-2H-pyrrole CSC1N=CCC1